Cl.ClC=1C(=C2C(=NC1C(F)F)CNC2)C 3-chloro-2-(difluoromethyl)-4-methyl-6,7-dihydro-5H-pyrrolo[3,4-b]pyridine hydrochloride salt